FC1=C(C=C(C(=C1O)F)C(F)(F)F)C1=NN(C2=NC(=NC=C21)N2CCC(CC2)C(=O)O)C 1-(3-(2,4-Difluoro-3-hydroxy-5-(trifluoromethyl)phenyl)-1-methyl-1H-pyrazolo[3,4-d]pyrimidin-6-yl)piperidine-4-carboxylic Acid